COC1=C(C=C(C(=N1)/C=C/N(C)C)[N+](=O)[O-])C(F)(F)F (E)-2-(6-methoxy-3-nitro-5-(trifluoromethyl)pyridin-2-yl)-N,N-dimethylethenamine